FC(C=1C(=CSC1)C=1N=C(NC1)C1N(CCCC1)C(C(C)SC)=O)F 1-(2-(4-(4-(Difluoromethyl)thiophen-3-yl)-1H-imidazol-2-yl)piperidin-1-yl)-2-(methylsulfanyl)propan-1-one